2-iodoethyl (R)-10-((((9H-fluoren-9-yl)methoxy)carbonyl)amino)-12-(2-(6-((tert-butoxycarbonyl)amino)-9H-purin-9-yl)acetyl)-2,5,8-trioxa-12-azatetradecan-14-oate C1=CC=CC=2C3=CC=CC=C3C(C12)COC(=O)N[C@@H](COCCOCCOC)CN(CC(=O)OCCI)C(CN1C2=NC=NC(=C2N=C1)NC(=O)OC(C)(C)C)=O